2-chloro-4-((2-(cyclopropylmethyl)benzyl)amino)pyrimidin-5-carboxamide ClC1=NC=C(C(=N1)NCC1=C(C=CC=C1)CC1CC1)C(=O)N